ClC1=CC=C(C=C1)C1=C(C=CC=C1)C1=C(C2=CC=CC=C2C=C1)C=1C=CC2=C(OC3=C2C=CC=C3)C1 1-chloro-4-[{1-(dibenzofuran-3-yl)naphthalen-2-yl}phenyl]benzene